ClP1(OC2=C(CO1)C=C(C=C2)NC([O-])=O)=O N-(2-chloro-2-oxo-4H-1,3,2-benzodioxaphosphinin-6-yl)carbamate